C(C)(C)NC(C)C.[Li] lithium (di-iso-propyl)amine salt